C(C)OC1=NC=C(C=C1)B(O)O 2-ETHOXY-5-PYRIDINEBORONIC ACID